(4-amino-5,5-dimethyl-6H-thieno[3,2-h]quinazolin-8-yl)boronic acid NC1=NC=NC=2C3=C(CC(C12)(C)C)C=C(S3)B(O)O